COC1=CC=C(C=C1)C1=NN2C(=NC=3C(=CC=CC3C2=N1)C(F)(F)F)NC=1C(N=CC=NC1)=O (6R)-6-{[2-(4-methoxyphenyl)-7-(trifluoromethyl)[1,2,4]triazolo[1,5-c]quinazolin-5-yl]amino}-1,4-diazepin-5-one